chromium-aluminum-silver [Ag].[Al].[Cr]